C(C)(=O)[13C]1=[13CH][13CH]=[13CH][13CH]=[13CH]1 acetophenone-13C6